C(C)(C)C(CO)(CO)C 2-isopropyl-2-methyl-1,3-propanediol